(R)-2-(methylsulfinyl)naphthalene C[S@@](=O)C1=CC2=CC=CC=C2C=C1